FC(CCCCCC\C=C/CCCCSCCC(=O)O)C 3-{[(5Z)-13-fluorotetradec-5-en-1-yl]sulfanyl}propanoic acid